3-(4-(4-(2,6-difluorobenzyl)-5-oxo-4,5-dihydro-1H-1,2,4-triazol-1-yl)-2-fluorophenoxy)pentane-2,4-dione FC1=C(CN2C=NN(C2=O)C2=CC(=C(OC(C(C)=O)C(C)=O)C=C2)F)C(=CC=C1)F